CN(CCNC(=O)C1=CC2=C(NC3=CC=CC=C23)C(=N1)C(=O)N)C N3-(2-(Dimethylamino)ethyl)-9H-pyrido[3,4-b]indole-1,3-dicarboxamide